phenyl dichlorophosphate P(=O)(OC1=CC=CC=C1)(Cl)Cl